[O-2].[Na+].[Ta+5].[O-2].[O-2] tantalum sodium oxide